(R)-2-(4,4-difluoroazepan-1-yl)-4-methyl-N-(3-(S-methylsulfonimidoyl)phenyl)-5-(1-(trifluoromethyl)-1H-pyrazol-4-yl)nicotinamide FC1(CCN(CCC1)C1=C(C(=O)NC2=CC(=CC=C2)[S@@](=O)(=N)C)C(=C(C=N1)C=1C=NN(C1)C(F)(F)F)C)F